1-((1,2,3,4-Tetrahydroisoquinolin-8-yl)methyl)-2-thioxo-1,2,3,5-tetrahydro-4H-pyrrolo[3,2-d]pyrimidin-4-one C1NCCC2=CC=CC(=C12)CN1C(NC(C2=C1C=CN2)=O)=S